P(=O)(O)(O)CCCCCCCCCCC[Si](OCC)(OCC)OCC phosphonoundecyl-triethoxysilane